2-(6-((5-methyl-2-((4-(4-methylpiperazin-1-yl)-3-(trifluoromethyl)phenyl)amino)thieno[2,3-d]pyrimidin-4-yl)amino)pyridin-2-yl)propan-2-ol CC1=CSC=2N=C(N=C(C21)NC2=CC=CC(=N2)C(C)(C)O)NC2=CC(=C(C=C2)N2CCN(CC2)C)C(F)(F)F